(S)-6-(4-(Dimethylamino)-2-methylenebutanoyl)-4-(2-(1-ethyl-3-(trifluoromethyl)-1H-pyrazol-4-yl)phenyl)-4,5,6,7-tetrahydrothieno[2,3-c]pyridine-2-carbonitrile CN(CCC(C(=O)N1CC2=C([C@@H](C1)C1=C(C=CC=C1)C=1C(=NN(C1)CC)C(F)(F)F)C=C(S2)C#N)=C)C